FC1=C(C(=C2C=CNC2=C1F)S(=O)(=O)C)OC=1C=CC(=C(C1)C=1NC=C(N1)C1(CCOC2=C(C=CC=C12)C1C(CCC1)C(=O)O)C)F 2-[4-[2-[5-[(6,7-difluoro-4-methylsulfonyl-1H-indol-5-yl)oxy]-2-fluoro-phenyl]-1H-imidazol-4-yl]-4-methyl-chroman-8-yl]cyclopentanecarboxylic acid